[6-(4-cyclopropylsulfonylbenzyl)-2-azaspiro[3.3]heptan-2-yl]-[6-[3-(1-hydroxycyclopropyl)-1H-1,2,4-triazol-5-yl]-2-azaspiro[3.3]heptan-2-yl]methanone C1(CC1)S(=O)(=O)C1=CC=C(CC2CC3(CN(C3)C(=O)N3CC4(C3)CC(C4)C4=NC(=NN4)C4(CC4)O)C2)C=C1